C1(CC1)C=1C=C(NC1)C(=O)N 4-cyclopropyl-1H-pyrrole-2-carboxamide